(2,6-dioxopiperidin-3-yl)-5-(4-{[2-oxo-3-(pyridin-2-yl)-1,3-diazinan-1-yl]methyl}piperidin-1-yl)isoindole-1,3-dione O=C1NC(CCC1C1=C2C(NC(C2=CC=C1N1CCC(CC1)CN1C(N(CCC1)C1=NC=CC=C1)=O)=O)=O)=O